1-(3-chloropyridin-2-yl)-5-hydroxy-1H-pyrazole-3-carboxamide ClC=1C(=NC=CC1)N1N=C(C=C1O)C(=O)N